C(C=C)(=O)N1C[C@@H](CCC1)OC=1C(=CC=2C3=C(N(C(N(C13)C)=O)C1=C(C(=C(C=C1)Cl)Cl)F)N=CN2)OC |o1:6| rel-(R)-9-((1-acryloylpiperidin-3-yl)oxy)-3-(3,4-dichloro-2-fluorophenyl)-8-methoxy-1-methyl-1H-pyrimido[4,5,6-de]quinazolin-2(3H)-one